ClC=1C=CC=C2C=CC(=NC12)NC1=C(C=C(C=C1)OC(C)C)CC 8-chloro-N-(2-ethyl-4-isopropoxyphenyl)quinolin-2-amine